4-chloro-3-fluoro-3'-isocyanato-1,1'-biphenyl ClC1=C(C=C(C=C1)C1=CC(=CC=C1)N=C=O)F